COC=1C=C(C=CC1OC)C1=CC=CC=C1 (R)-(3',4'-dimethoxy-[1,1'-biphenyl])